C(C)(C)(C)[C@@H]1CC=2C=C3C(=NC2CC1)SC(=N3)C(=O)N[C@H](CCN3CCC(CC3)O)C3=CC(=CC=C3)C(NCCO)=O (7S)-7-tert-butyl-N-[(1R)-1-[3-(2-hydroxyethylcarbamoyl)phenyl]-3-(4-hydroxy-1-piperidyl)propyl]-5,6,7,8-tetrahydrothiazolo[5,4-b]quinoline-2-carboxamide